3-(2-methoxyphenyl)-N-(3-pyridylmethyl)pyrazolo[1,5-a]pyrimidin-5-amine COC1=C(C=CC=C1)C=1C=NN2C1N=C(C=C2)NCC=2C=NC=CC2